N',N'-dimethylhexane-1,2-diamine CN(C(CN)CCCC)C